1-(4-{[5-(aminomethyl)pyridin-2-yl]methoxy}phenyl)-3-{[2-(2,6-dioxopiperidin-3-yl)-1-oxo-2,3-dihydro-1H-isoindol-5-yl]methyl}urea NCC=1C=CC(=NC1)COC1=CC=C(C=C1)NC(=O)NCC=1C=C2CN(C(C2=CC1)=O)C1C(NC(CC1)=O)=O